[Br].C(CCCCCCCCCCCCC)N1C(N(C=C1)CCCCCCCCCCCCCC)C12CC3CC(CC(C1)C3)C2 1,3-ditetradecyl-(adamantyl)imidazole bromine salt